tris(3,5-dimethyl-1-pyrazolyl)methane CC1=NN(C(=C1)C)C(N1N=C(C=C1C)C)N1N=C(C=C1C)C